5-fluoro-2-(trifluoromethoxy)benzoyl-hydrazine FC=1C=CC(=C(C(=O)NN)C1)OC(F)(F)F